di-tert-butyl-(4-dimethylaminophenylphosphine) palladium dichloride [Pd](Cl)Cl.C(C)(C)(C)P(C1=CC=C(C=C1)N(C)C)C(C)(C)C